2-(S)-amino-4-oxo-phenylbutyric acid NC1=C(C=CC(C1)=O)[C@@H](C(=O)O)CC